ClC=1C=C(OC2CCC(CC2)NC(=O)C=2N=NC(=CC2)N2CC3CCC(C2)N3CC=3C=C2CN(C(C2=CC3)=O)C3C(NC(CC3)=O)=O)C=CC1C#N N-((1r,4r)-4-(3-chloro-4-cyanophenoxy)cyclohexyl)-6-(8-((2-(2,6-dioxopiperidin-3-yl)-1-oxoisoindolin-5-yl)methyl)-3,8-diazabicyclo[3.2.1]octan-3-yl)pyridazine-3-carboxamide